tert-butyloctyl-dimethoxysilane C(C)(C)(C)[Si](OC)(OC)CCCCCCCC